FC(OC=1N=CC(=NC1)N[C@@H]1C[C@H](CC1)NC1=CC=C(C=N1)N1C(N(CC1=O)C)=O)F 3-(6-(((1S,3S)-3-((5-(Difluoromethoxy)pyrazin-2-yl)amino)cyclopentyl)amino)pyridin-3-yl)-1-methylimidazolidine-2,4-dione